heptane hemioxalate C(C(=O)O)(=O)O.CCCCCCC.CCCCCCC